OCC1=CC(=C(C=C1)C=1C(=CC(=CC1)O)O)S 4'-hydroxymethyl-2'-mercapto-[1,1'-bi-phenyl]-2,4-diol